6-((Tert-butyldiphenylsilyl)oxy)-3,6-dimethyl-1,4-oxazepane [Si](C1=CC=CC=C1)(C1=CC=CC=C1)(C(C)(C)C)OC1(CNC(COC1)C)C